(S)-3-cyano-N-(1-(3-(2-cyclopropylpyridin-4-yl)-1,2,4-oxadiazol-5-yl)ethyl)benzamide C(#N)C=1C=C(C(=O)N[C@@H](C)C2=NC(=NO2)C2=CC(=NC=C2)C2CC2)C=CC1